3-{{4-[(3R)-3-hydroxy-1-pyrrolidinyl]-1-piperidinyl}methyl}-6-(methylsulfonyl)-N-(1-phenylcyclopropyl)-2-[3-(trifluoromethyl)phenyl]-4-quinolinecarboxamide O[C@H]1CN(CC1)C1CCN(CC1)CC=1C(=NC2=CC=C(C=C2C1C(=O)NC1(CC1)C1=CC=CC=C1)S(=O)(=O)C)C1=CC(=CC=C1)C(F)(F)F